N-(17-azido-3,6,9,12,15-pentaoxaheptadec-1-yl)-4-(7,8-dimethoxy-4-oxochromen-2-yl)benzamide N(=[N+]=[N-])CCOCCOCCOCCOCCOCCNC(C1=CC=C(C=C1)C=1OC2=C(C(=CC=C2C(C1)=O)OC)OC)=O